5-bromo-2-(4-pyridinyl)-4-tetrahydropyran-4-yl-1H-pyrimidin-6-one BrC1=C(N=C(NC1=O)C1=CC=NC=C1)C1CCOCC1